((6-chloro-8-(4,4,5,5-tetramethyl-1,3,2-dioxaborolan-2-yl)naphthalen-1-yl)ethynyl)triisopropylsilane ClC=1C=C2C=CC=C(C2=C(C1)B1OC(C(O1)(C)C)(C)C)C#C[Si](C(C)C)(C(C)C)C(C)C